ethyl 2-(2,2-difluoroethylidene)-5-oxotetrahydro-1H-pyrrolizine-7a(5H)-carboxylate FC(C=C1CC2(CCC(N2C1)=O)C(=O)OCC)F